2-[6-amino-5-[8-[2-[3-[(2s,6r)-2,6-dimethylmorpholin-4-yl]prop-1-ynyl]-4-pyridinyl]-3,8-diazabicyclo[3.2.1]oct-3-yl]pyridazin-3-yl]phenol NC1=C(C=C(N=N1)C1=C(C=CC=C1)O)N1CC2CCC(C1)N2C2=CC(=NC=C2)C#CCN2C[C@@H](O[C@@H](C2)C)C